3-(4-chlorophenyl)-N'-((4-chlorophenyl)sulfonyl)-4-phenyl-N-((1R,3R)-3-sulfamoyl-cyclopentyl)-4,5-dihydro-1H-pyrazole-1-carboxamidine ClC1=CC=C(C=C1)C1=NN(CC1C1=CC=CC=C1)C(=NS(=O)(=O)C1=CC=C(C=C1)Cl)N[C@H]1C[C@@H](CC1)S(N)(=O)=O